(E)-1-(2-Hydroxyphenyl)-3-(2,3,4,5-tetrahydro-1,6-benzodioxocin-8-yl)prop-2-en-1-one OC1=C(C=CC=C1)C(\C=C\C1=CC2=C(OCCCCO2)C=C1)=O